(R)-(1-(3-(5-(2-cyano-2-(pyridin-2-yl)vinyl)-2-methoxyphenoxy)propanamido)-2-Phenylethyl)boronic acid C(#N)C(=CC=1C=CC(=C(OCCC(=O)N[C@@H](CC2=CC=CC=C2)B(O)O)C1)OC)C1=NC=CC=C1